S1NC(C2=C1C=CC=C2)=O 1,2-benzisothiazolin-3-on